CC=1OC(=C(N1)C(=O)N1CCC2(C(C2)CNC(=O)C2=CC=3C(=CN=CC3)O2)CC1)C N-[[6-(2,5-dimethyloxazole-4-carbonyl)-6-azaspiro[2.5]octan-2-yl]methyl]furo[2,3-c]pyridine-2-carboxamide